COC(COC1=CC2=C(N=C(S2)C2=C3N=CC(=NC3=CC(=C2)C)OC)C(=C1)C)=O 2-((2-(2-methoxy-7-methylquinoxalin-5-yl)-4-methylbenzo[d]thiazol-6-yl)oxy)acetic acid methyl ester